C1(=CC=CC=C1)N1C2=CC=CC=C2C=2C=C(C=CC12)C=1C=CC=2N(C3=CC=CC=C3C2C1)C=1C=CC=2N(C3=CC=CC=C3C2C1)C1=CC=CC=C1 3,9-bis(9-phenyl-9H-carbazol-3-yl)-9H-carbazole